(R)-3-((2-Chloro-5-((1-(2-fluoroethyl)-1H-pyrazol-4-yl)ethynyl)pyridin-4-yl)amino)butan-1-ol ClC1=NC=C(C(=C1)N[C@@H](CCO)C)C#CC=1C=NN(C1)CCF